ClC=1C=NC(=C(C(=O)NC2CCC(CC2)CN2C(N(C=3C2=NC=CC3)C3=C(C=CC(=C3)OC)Cl)=O)C1)C(F)F 5-chloro-N-((1r,4r)-4-((1-(2-chloro-5-methoxyphenyl)-2-oxo-1H-imidazo[4,5-b]pyridin-3(2H)-yl)methyl)cyclohexyl)-2-(difluoro-methyl)nicotinamide